(2S,3S)-2-amino-3-(((S)-2-amino-3,3-dimethylbutyramido)methyl)-6-boronohexanoic acid N[C@H](C(=O)O)[C@@H](CCCB(O)O)CNC([C@H](C(C)(C)C)N)=O